BrC1=C2C(SC=C2)=C(C2=C1SC=C2)CCCCCCCC 4-bromo-8-octylbenzo[1,2-b:4,5-b']dithiophene